5-nitropyridin-3-amine [N+](=O)([O-])C=1C=C(C=NC1)N